C1(CC1)C=1C(=C2C(=NC1)NC(=N2)C(=O)N2[C@@H](C=1C=CC=NC1CC2)C)C (R)-(6-cyclopropyl-7-methyl-3H-imidazo[4,5-b]pyridin-2-yl)(5-methyl-7,8-dihydro-1,6-naphthyridin-6(5H)-yl)methanone